C(C1=CC=CC=C1)C1=NC=2N(C=C(NC2)C2=CC=C(C=C2)N(C2=CC=CC=C2)C2=CC=CC=C2)C1=O 2-benzyl-6-(4-(diphenylamino)phenyl)imidazo[1,2-a]pyrazine-3(7H)-one